N1C=C(C2=CC=CC=C12)CCOC=1C2=C(N=C(N1)C=1C(=NC=CC1)O)SC=N2 3-(7-(2-(1H-indol-3-yl)ethoxy)thiazolo[5,4-d]pyrimidin-5-yl)pyridin-2-ol